C(C)(C)(C)OC(=O)N1C(C(C2=NNC(C=3C=C(C=C1C23)F)=O)N2N=CN=C2)C2=CC=C(C=C2)F 5-fluoro-8-(4-fluorophenyl)-9-(1H-1,2,4-triazol-1-yl)-8,9-dihydro-2H-pyrido[4,3,2-de]phthalazin-3(7H)-one-7-carboxylic acid tert-butyl ester